BrC=1C=C(C(=NC1)OCC=1C=C2N(N1)C[C@@H](C2)OC)OC (5R)-2-[(5-bromo-3-methoxy-2-pyridyl)oxymethyl]-5-methoxy-5,6-dihydro-4H-pyrrolo[1,2-b]pyrazole